C1(CCCCC1)NN1NN(CC(=C1)S)S 1-cyclohexylamino-3,5-dimercaptotriazine